Cl.NC1(CSCCC1)C(C(=O)N)O 2-(3-aminotetrahydro-2H-thiopyran-3-yl)-2-hydroxyacetamide hydrochloride